C(C=C)OCC(C(=O)OC(C)CCCCCC)=C s-octyl α-allyloxymethylacrylate